C(C)C(CC(=O)N[C@@H](CCOC1CC(C1)CCC1=NC=2NCCCC2C=C1)C(=O)O)CC N-(3-ethylpentanoyl)-O-(3-(2-(5,6,7,8-tetrahydro-1,8-naphthyridin-2-yl)ethyl)cyclobutyl)homoserine